C(C)(C)N1C(=NN=C1)C1=CC=CC(=N1)NC(C1=CC(=CC=C1)C#CC=1C=NC=CC1)=O N-[6-(4-isopropyl-1,2,4-triazol-3-yl)-2-pyridyl]-3-[2-(3-pyridyl)ethynyl]benzamide